O=C1N(C(C2=CC(=CC=C12)C(=O)O)=O)C1=CC=C(C=C1)C=CC(C1=CC=CC=C1)=O 1,3-Dioxo-2-[4-(3-oxo-3-phenyl-1-propenyl)phenyl]-5-isoindolinecarboxylic acid